C(C)OC(=O)C=1SC(=C(N1)C(=O)N1[C@H](CC(C1)(F)F)C)C=1C=NC(=CC1C(F)(F)F)NC1(CCC1)C (S)-4-(4,4-difluoro-2-methylpyrrolidine-1-carbonyl)-5-(6-((1-methylcyclobutyl)amino)-4-(trifluoromethyl)pyridin-3-yl)thiazole-2-carboxylic acid ethyl ester